C(#N)CC=1SC(=CN1)C(=O)NC (cyanomethyl)-N-methyl-1,3-thiazole-5-carboxamide